4-(4-(1-(4-methoxybenzoyl)azetidine-3-carbonyl)-3,4-dihydro-2H-pyrido[4,3-b][1,4]oxazin-8-yl)-benzonitrile COC1=CC=C(C(=O)N2CC(C2)C(=O)N2C3=C(OCC2)C(=CN=C3)C3=CC=C(C#N)C=C3)C=C1